C(C)(C)N(C(OCCCC)=O)C1=NC=C(C=C1)[N+](=O)[O-] butyl isopropyl(5-nitropyridin-2-yl)carbamate